tert-butyl (R)-2-(((tert-butyldimethylsilyl)oxy)methyl)-5-oxopyrrolidine-1-carboxylate [Si](C)(C)(C(C)(C)C)OC[C@@H]1N(C(CC1)=O)C(=O)OC(C)(C)C